C(C)(C)[N+](=C(C)\C=C\C1=C(CCCC1(C)C)C)[O-] (3e)-N-isopropyl-4-(2,6,6-trimethylcyclohex-1-en-1-yl)but-3-en-2-imine oxide